ethyl (R,E)-3-(1-(4-(3H-[1,2,3]triazolo[4,5-b]pyridin-3-yl)-2-fluoro-N-(piperidin-3-yl)benzamido)isoquinolin-6-yl)acrylate N1=NN(C2=NC=CC=C21)C2=CC(=C(C(=O)N([C@H]1CNCCC1)C1=NC=CC3=CC(=CC=C13)/C=C/C(=O)OCC)C=C2)F